CN(C1=CC=C(C=C1)C1=NC=2C(=N1)CC=C(C2)N)C 2-(4-(dimethylamino)phenyl)-7H-benzimidazol-5-ylamine